3-(2-carboxypiperazin-4-yl)propyl-1-phosphonic acid C1CN(CC(N1)C(=O)O)CCCP(=O)(O)O